(1R,6S)-8-benzyl-7,9-diazabicyclo[4.3.0]nonane C(C1=CC=CC=C1)C1N[C@H]2CCCC[C@H]2N1